N-[(1S)-5-[2-(2-aminopyridin-3-yl)-6-methoxy-5-(pyrazol-1-yl)imidazo[4,5-b]pyridin-3-yl]-2,3-dihydro-1H-inden-1-yl]-3-formyl-4-hydroxybenzamide NC1=NC=CC=C1C1=NC=2C(=NC(=C(C2)OC)N2N=CC=C2)N1C=1C=C2CC[C@@H](C2=CC1)NC(C1=CC(=C(C=C1)O)C=O)=O